CN1OC([C@H]2[C@H]1[C@H](C[C@](C2)(CCC)C)C)(C)C |r| rac-(3ar,5r,7s,7ar)-1,3,3,5,7-pentamethyl-5-propyl-octahydrobenzo[c]isoxazole